1-(4-chlorophenyl)-5-methyl-4-hexen-1-one ClC1=CC=C(C=C1)C(CCC=C(C)C)=O